(8-(methylamino)-5-(oxazolo[5,4-c]pyridin-2-yl)-2,7-naphthyridin-3-yl)cyclopropanecarboxamide CNC=1N=CC(=C2C=C(N=CC12)C1(CC1)C(=O)N)C=1OC=2C=NC=CC2N1